C(C)(C)(C)OC(=O)N1[C@@H](CC[C@@H]1[C@H](O)C1=CC(=CC=C1)F)CC1CCN(CC1)C(=O)OC(C)(C)C tert-Butyl 4-(((2S,5R)-1-(tert-butoxycarbonyl)-5-((R)-(3-fluorophenyl)-(hydroxy)methyl)pyrrolidin-2-yl)methyl)piperidine-1-carboxylate